5-bromo-7-chloro-1,3-benzothiazol-6-amine BrC=1C(=C(C2=C(N=CS2)C1)Cl)N